alpha-hydroxyfuranacetonitrile OC(C#N)C=1OC=CC1